C1(CCCC1)[C@@H](CC#N)N1N=CC(=C1)C=1C2=C(N=CN1)N(C=C2)COCC[Si](C)(C)C |r| rac-3-Cyclopentyl-3-{4-[7-(2-trimethylsilanyl-ethoxymethyl)-7H-pyrrolo[2,3-d]pyrimidin-4-yl]-pyrazol-1-yl}-propionitrile